2-(3-bromophenyl)-N-methoxy-N-methylacetamide BrC=1C=C(C=CC1)CC(=O)N(C)OC